NC1=C(C#N)C(=C(C=C1Br)Br)N1C(C2=C(CC1)N=C(S2)C=2C=NC(=C(C2)Br)N2CCCC2)=O 2-amino-3,5-dibromo-6-(2-(5-bromo-6-(pyrrolidin-1-yl)pyridin-3-yl)-4-oxo-6,7-dihydrothiazolo[5,4-c]pyridin-5(4H)-yl)benzonitrile